bromo-3,5-difluoro-[1,1'-biphenyl]-4-amine BrC1=C(C=C(C(=C1F)N)F)C1=CC=CC=C1